6-(3-METHOXY-1-METHYL-1H-PYRAZOL-4-YL)-N-(1-METHYL-1H-INDAZOL-7-YL)PYRIDINE-3-SULFONAMIDE COC1=NN(C=C1C1=CC=C(C=N1)S(=O)(=O)NC=1C=CC=C2C=NN(C12)C)C